C1(CC1)C=1N=NN(C1)[C@H](C(=O)N1[C@@H](C[C@H](C1)O)C(=O)NC(C)(C)C1=NOC(=N1)C(=O)N)C(C)(C)C 3-[1-[[(2S,4r)-1-[(2S)-2-(4-cyclopropyl-triazol-1-yl)-3,3-dimethyl-butyryl]-4-hydroxy-pyrrolidine-2-carbonyl]amino]-1-methyl-ethyl]-1,2,4-oxadiazole-5-carboxamide